NCC1=NNC(C2=CC=C(C=C12)C=1C=NN(C1C1=C(C#N)C(=CC(=C1Cl)Cl)OC1CC1)C)=O (P)-2-(4-(4-(aminomethyl)-1-oxo-1,2-dihydrophthalazin-6-yl)-1-methyl-1H-pyrazol-5-yl)-3,4-dichloro-6-cyclopropoxybenzonitrile